FC=1C=CC(=NC1)N1CCN(CCC1)C(=O)NC1=NC=C(C=C1)O 4-(5-fluoropyridin-2-yl)-N-(5-hydroxypyridin-2-yl)-1,4-diazepane-1-carboxamide